NC=1C=C(NC2=NC(=NC(=N2)NC2=CC(=CC=C2)N)N(CC2=CC=CC=C2)CC2=CC=CC=C2)C=CC1 2,4-bis(3-aminoanilino)-6-dibenzylamino-1,3,5-triazine